FC(C(C(C)=O)C1=CC=CC=C1)F 4,4-difluoro-3-phenylbutan-2-one